4-bromo-5-chloro-1-(tetrahydro-2H-pyran-2-yl)-6-(trifluoromethyl)-1H-indazole BrC1=C2C=NN(C2=CC(=C1Cl)C(F)(F)F)C1OCCCC1